COC1=CC=2C3=C(N(C2C=C1)CC1CCN(CC1)S(=O)(=O)N)C=CC=N3 4-((8-methoxy-5H-pyrido[3,2-b]indol-5-yl)methyl)piperidine-1-sulfonamide